C(C)N(C(C1=C(C=CC(=C1)F)OC1=C(N=CN=N1)N1CC2(CN(C2)C(CCNCCCOC)C(C)C)CC1)=O)C(C)C (-)-N-ethyl-5-fluoro-N-isopropyl-2-((5-(2-(1-((3-methoxypropyl)amino)-4-methylpentan-3-yl)-2,6-diazaspiro[3.4]oct-6-yl)-1,2,4-triazin-6-yl)oxy)benzamide